NC1CCN(CC1)C1=NC(=C2C(=N1)NN=C2C2=C(C(=CC=C2)Cl)Cl)C(=O)N 6-(4-Aminopiperidin-1-yl)-3-(2,3-dichlorophenyl)-1H-pyrazolo[3,4-d]pyrimidine-4-carboxamide